CN1C(C2=C(C(=C1)C1=C(C=CC(=C1)S(=O)(=O)C)OC1=CC(=CC=C1)C(F)(F)F)C=CN2)=O 6-methyl-4-{5-(methylsulfonyl)-2-[3-(trifluoromethyl)phenoxy]phenyl}-1,6-dihydro-7H-pyrrolo[2,3-c]pyridin-7-one